4-(4-((4-((3-acrylamidophenyl)amino)-5-aminopyrimidin-2-yl)amino)-3-(methoxy-d3)Phenyl)piperazine-1-carboxylic acid tert-butyl ester C(C)(C)(C)OC(=O)N1CCN(CC1)C1=CC(=C(C=C1)NC1=NC=C(C(=N1)NC1=CC(=CC=C1)NC(C=C)=O)N)OC([2H])([2H])[2H]